2,3',4-tribromodiphenyl ether C1=CC(=CC(=C1)Br)OC2=C(C=C(C=C2)Br)Br